3,4,5-trifluorostyrene FC=1C=C(C=C)C=C(C1F)F